5-[1-(2-fluoro-6-methyl-phenyl)-piperidin-4-yl]-6-oxo-7-(2-trifluoromethyl-benzyl)-4,5,6,7-tetrahydro-pyrazolo[3,4-d]pyrimidine-2-carboxylic acid dimethylamide CN(C(=O)N1N=C2N(C(N(CC2=C1)C1CCN(CC1)C1=C(C=CC=C1C)F)=O)CC1=C(C=CC=C1)C(F)(F)F)C